1-(4-Pyridylmethyl)-6-[3-(trifluoromethyl)phenyl]pyrazolo[4,3-b]pyridine hydrochloride Salt Cl.N1=CC=C(C=C1)CN1N=CC2=NC=C(C=C21)C2=CC(=CC=C2)C(F)(F)F